(S)-3-(1-hydroxy-prop-2-yl)-8-(1-methyl-1H-pyrazol-4-yl)-6-(4-(trifluoromethoxy)phenyl)pyrido[3,4-d]pyrimidin-4(3H)-one OC[C@H](C)N1C=NC2=C(C1=O)C=C(N=C2C=2C=NN(C2)C)C2=CC=C(C=C2)OC(F)(F)F